NCCNCCS(=O)(=O)O N-(2-aminoethyl)-2-aminoethyl-sulfonic acid